C1(=CC=C(C=C1)P([O-])([O-])(C1=C(C=C(C=C1)C(C)(C)C)C(C)(C)C)C1=C(C=C(C=C1)C(C)(C)C)C(C)(C)C)C1=CC=C(C=C1)P([O-])([O-])(C1=C(C=C(C=C1)C(C)(C)C)C(C)(C)C)C1=C(C=C(C=C1)C(C)(C)C)C(C)(C)C biphenyl-4,4'-diylbis[bis(2,4-di-t-butylphenyl) phosphonite]